1,1,1,3,3,3-Hexafluoropropan-2-yl (R)-1-(2-(trifluoromethyl)-5,6,7,8-tetrahydroimidazo[1,2-a]pyrazin-7-carbonyl)-6-azaspiro[2.5]octan-6-carboxylat FC(C=1N=C2N(CCN(C2)C(=O)[C@@H]2CC23CCN(CC3)C(=O)OC(C(F)(F)F)C(F)(F)F)C1)(F)F